ClC=1C=C(C=CC1Cl)C=1C=2N(C(=NC1C)N1CCC3(CCC[C@H]3N)CC1)C=CN2 (R)-8-(8-(3,4-dichlorophenyl)-7-methylimidazo[1,2-c]pyrimidin-5-yl)-8-azaspiro[4.5]decan-1-amine